C(C)(C)(C)OC(=O)N1CCC(CC1)OC1=NC=2C(CNCC2C=C1)C 4-((8-methyl-5,6,7,8-tetrahydro-1,6-naphthyridin-2-yl)oxy)piperidine-1-carboxylic acid tert-butyl ester